4-(2-(7-fluoro-2H-benzo[b][1,4]oxazin-4(3H)-yl)acetyl)benzonitrile FC=1C=CC2=C(OCCN2CC(=O)C2=CC=C(C#N)C=C2)C1